C(CCC)C1=NC=2C(=C(N=NC2N)OC2COCC2)N1CC1=CC=C(C=C1)OC 2-butyl-1-(4-methoxybenzyl)-7-((tetrahydrofuran-3-yl)oxy)-1H-imidazo[4,5-d]pyridazin-4-amine